bromo-4,4-difluorochroman BrC1OC2=CC=CC=C2C(C1)(F)F